3,5-bis(trifluoromethyl)nitrobenzene C1=C(C=C(C=C1C(F)(F)F)[N+](=O)[O-])C(F)(F)F